FC1=CC=C(C=C1)COC1=C2C3=C(NC2=CC=C1)C=NC(=C3COC)C(=O)NC 5-[(4-fluorophenyl)methoxy]-4-(methoxymethyl)-N-methyl-9H-pyrido[3,4-b]indole-3-carboxamide